C1(=C(C=CC=C1)CC1=NNC2=CC=C(C=C12)C(=O)N1C[C@H](CC1)N(C)C)C1=CC=CC=C1 (S)-(3-([1,1'-biphenyl]-2-ylmethyl)-1H-indazol-5-yl)(3-(dimethylamino)pyrrolidin-1-yl)methanone